5-(benzyloxy)-6-fluoro-2-methylbenzofuran-3-carboxylic acid ethyl ester C(C)OC(=O)C1=C(OC2=C1C=C(C(=C2)F)OCC2=CC=CC=C2)C